(S)-N-[2-amino-5-(5-fluoro-2-thienyl)phenyl]-4-(methylsulfonimidoyl)benzamide NC1=C(C=C(C=C1)C=1SC(=CC1)F)NC(C1=CC=C(C=C1)[S@](=O)(=N)C)=O